ClC1=C(C(=CC=C1)Cl)CC(=O)NC1=CC(=NC=C1)NC(C)=O N-{4-[2-(2,6-dichlorophenyl)acetylamino]pyridin-2-yl}acetamide